C(C)C1=CC2=C(N=C(N=C2)NC(=O)[C@@H]2C[C@@H](CCC2)NC(OC(C)(C)C)=O)C(=N1)NC(C)C tert-butyl ((1R,3S)-3-((6-ethyl-8-(isopropylamino)pyrido[3,4-d]pyrimidin-2-yl)carbamoyl)cyclohexyl)carbamate